(S)-1-(5-(2-cyanopyridin-3-yl)-1H-pyrrole-2-carbonyl)-N-(3,4,5-trifluorophenyl)pyrrolidine-3-carboxamide C(#N)C1=NC=CC=C1C1=CC=C(N1)C(=O)N1C[C@H](CC1)C(=O)NC1=CC(=C(C(=C1)F)F)F